2-(3-hydroxy-3-phenylpropyl)isoindoline-1,3-dione OC(CCN1C(C2=CC=CC=C2C1=O)=O)C1=CC=CC=C1